FC(N1N=C(C=C1)C1=NN=C(O1)C(=O)N1[C@@H](C2=C(CC1)NC=N2)C2=NN1C(C=CC=C1F)=C2)F (S)-(5-(1-(difluoromethyl)-1H-pyrazol-3-yl)-1,3,4-oxadiazol-2-yl)(4-(7-fluoropyrazolo[1,5-a]pyridin-2-yl)-6,7-dihydro-1H-imidazo[4,5-c]pyridin-5(4H)-yl)methanone